CC1([C@H]2CC[C@H]([C@@H]1C2)CN2N=CC=C2)C 1-(((1S,2R,5S)-6,6-dimethylbicyclo[3.1.1]heptan-2-yl)methyl)-1H-pyrazole